Methyl 5-hydroxy-1-(3-methylbenzyl)-2-oxo-2,3-dihydro-1H-benzo[b]azepine-4-carboxylate OC=1C2=C(N(C(CC1C(=O)OC)=O)CC1=CC(=CC=C1)C)C=CC=C2